N-[(S)-1-(4-fluoro-3-methoxyphenyl)ethyl]-8-cyclopropyl-4-(1,6-diaza-6-spiro[3.4]octyl)-6-methyl-1,7-diaza-3-naphthamide FC1=C(C=C(C=C1)[C@H](C)NC(=O)C=1C=NC2=C(N=C(C=C2C1N1CC2(CCN2)CC1)C)C1CC1)OC